3-(6-(1-((tert-butyldimethylsilyl)oxy)but-2-en-1-yl-1-d)-4-methylpyridin-3-yl)-7-chloro-1-methyl-1,6-naphthyridin-2(1H)-one [Si](C)(C)(C(C)(C)C)OC(C=CC)([2H])C1=CC(=C(C=N1)C=1C(N(C2=CC(=NC=C2C1)Cl)C)=O)C